3-bromo-5-[1-(trifluoromethyl)cyclopropyl]Benzamide BrC=1C=C(C(=O)N)C=C(C1)C1(CC1)C(F)(F)F